3-[3-Cyclopropyl-2-oxo-4-(3-piperazin-1-ylprop-1-ynyl)benzimidazol-1-yl]piperidine-2,6-dione C1(CC1)N1C(N(C2=C1C(=CC=C2)C#CCN2CCNCC2)C2C(NC(CC2)=O)=O)=O